N1C=C(C2=CC=CC=C12)C[C@@H]1N(CCC2=CC(=C(C=C12)OC)OC)C(CS(=O)(=O)C)=O (S)-1-(1-((1H-indol-3-yl)methyl)-6,7-dimethoxy-3,4-dihydroisoquinoline-2(1H)-yl)-2-(methanesulfonyl)ethane-1-one